6-[difluoro-[6-(trifluoromethyl)-3-pyridyl]methyl]-2-azaspiro[3.3]heptane FC(C1CC2(CNC2)C1)(C=1C=NC(=CC1)C(F)(F)F)F